2-((5-acrylamido-4-(4-(tert-butoxycarbonyl)piperazin-1-yl)-2-methoxyphenyl)amino)-4-(1-methyl-1H-indol-3-yl)pyrimidine-5-carboxylic acid isopropyl ester C(C)(C)OC(=O)C=1C(=NC(=NC1)NC1=C(C=C(C(=C1)NC(C=C)=O)N1CCN(CC1)C(=O)OC(C)(C)C)OC)C1=CN(C2=CC=CC=C12)C